C1(CC1)C([C@@H](C(=O)NC1=CC=C(C=C1)C=1C(=NNC1C)C)NC(=O)C=1N(N=CC1)CCC(F)(F)F)C1CC1 N-[(1S)-1-(dicyclopropylmethyl)-2-[4-(3,5-dimethyl-1H-pyrazol-4-yl)anilino]-2-oxo-ethyl]-2-(3,3,3-trifluoropropyl)pyrazole-3-carboxamide